[NH4+].FC(C(C(C(F)(F)S(=O)(=O)[O-])(F)F)(F)F)CC(F)(F)F decafluorohexyl-sulfonate ammonium